IC1=CN=CN1COCC[Si](C)(C)C 2-[(5-iodoimidazol-1-yl)methoxy]ethyl-trimethyl-silane